CC1=C(C(=C(C1([Zr](N(C)C)(N(C)C)N(C)C)C)C)C)C pentamethylcyclopentadienyltris(dimethylamino)zirconium